C(C)C1=C2C(=CC(=CC2=CC=C1F)O)C1=C(C=2N=C(N=C(C2C=N1)N1CC2(CCCCO2)CCC1)OC[C@]12CCCN2C[C@@H](C1)F)F 5-ethyl-6-fluoro-4-(8-fluoro-2-(((2R,7aS)-2-fluorotetrahydro-1H-pyrrolizin-7a(5H)-yl)methoxy)-4-(1-oxa-8-azaspiro[5.5]undecan-8-yl)pyrido[4,3-d]pyrimidin-7-yl)naphthalen-2-ol